FC(C(=O)OC)(S(=O)(=O)O)F methyl 2,2-difluoro-2-sulfoacetate